CC(C)OC1=CC2=C(C(C(=CO2)C2=CC=CC=C2)=O)C=C1 7-(1-methylethoxy)-3-phenyl-4H-1-benzopyran-4-one